4-(2,3-bis(4,6-diphenyl-1,3,5-triazin-2-yl)phenyl)pyridine C1(=CC=CC=C1)C1=NC(=NC(=N1)C1=CC=CC=C1)C1=C(C=CC=C1C1=NC(=NC(=N1)C1=CC=CC=C1)C1=CC=CC=C1)C1=CC=NC=C1